2-methyl-3-[4-(methylsulfamoyl) phenyl]Ethyl-3-oxopropanoate CC(C(=O)[O-])C(=O)CCC1=CC=C(C=C1)S(NC)(=O)=O